CC(C[C@H](NC([C@H](CC1=CC=CC=C1)NC(=O)C1=NC=CN=C1)=O)B(O)O)C [(1R)-3-methyl-1-[[(2S)-3-phenyl-2-(pyrazine-2-carbonyl-amino)propanoyl]amino]butyl]boronic acid